(2S)-2-amino-N-[[3-[5,7-difluoro-2-(4-fluorophenyl)-1H-indol-3-yl]cyclobutyl]methyl]acrylamide NC(C(=O)NCC1CC(C1)C1=C(NC2=C(C=C(C=C12)F)F)C1=CC=C(C=C1)F)=C